2,2-bis[4-(2-hydroxy-3-methacryloyloxypropoxy)phenyl]propane tert-butyl-4-(6-(8-fluoro-2-methylimidazo[1,2-a]pyridine-6-carboximidamido)pyridin-3-yl)piperazine-1-carboxylate C(C)(C)(C)OC(=O)N1CCN(CC1)C=1C=NC(=CC1)NC(=N)C=1C=C(C=2N(C1)C=C(N2)C)F.OC(COC2=CC=C(C=C2)C(C)(C)C2=CC=C(C=C2)OCC(COC(C(=C)C)=O)O)COC(C(=C)C)=O